methyl 6-[[4-[2-fluoro-4-[[1-[(4-fluorophenyl)aminoformyl]cyclopropanecarbonyl]amino]phenoxy]-6-methoxy-7-quinolyl]oxy]caproate FC1=C(OC2=CC=NC3=CC(=C(C=C23)OC)OCCCCCC(=O)OC)C=CC(=C1)NC(=O)C1(CC1)C(=O)NC1=CC=C(C=C1)F